methyl (2Z)-3-(4,5-dichloro-2-methoxyphenyl)prop-2-enoate ClC1=CC(=C(C=C1Cl)\C=C/C(=O)OC)OC